C12(C(C3CC(CC(C1)C3)C2)N)N Adamantandiamin